4-methoxy-3-(methoxymethoxy)-N-METHYLANILINE COC1=C(C=C(NC)C=C1)OCOC